(R)-N-(2,2,2-trifluoro-1-(4-(trifluoromethyl)phenyl)ethyl)pyridine-3-sulfonamide FC([C@@H](C1=CC=C(C=C1)C(F)(F)F)NS(=O)(=O)C=1C=NC=CC1)(F)F